ClC1=NNC2=CC(=C(C(=C12)C#N)C(=O)C1=C(C=CC(=C1)F)Cl)NC(C1=CC(=CC(=C1)F)C(F)(F)F)=O N-{3-chloro-5-[(2-chloro-5-fluorophenyl)carbonyl]-4-cyano-1H-indazol-6-yl}-5-fluoro-3-(trifluoromethyl)benzamide